NC(CN1N=C(C(=C1)NC(=O)C=1C=NN2C1N=CC=C2)C2=C(C=CC(=C2)OC=2C=NN(C2)C)OC(F)F)=O N-[1-(2-amino-2-oxo-ethyl)-3-[2-(difluoromethoxy)-5-(1-methylpyrazol-4-yl)oxy-phenyl]pyrazol-4-yl]pyrazolo[1,5-a]pyrimidine-3-carboxamide